(Z)-2-(5-fluoro-2-oxoindoline-3-ylidene)-N-(3-nitrophenyl)hydrazinecarbothioamide FC=1C=C2/C(/C(NC2=CC1)=O)=N/NC(NC1=CC(=CC=C1)[N+](=O)[O-])=S